1-(3,4-dichlorophenyl)-5-isopropyl-3-[3-(pyrrolidin-1-yl)propoxy]-1H-pyrazole hydrochloride Cl.ClC=1C=C(C=CC1Cl)N1N=C(C=C1C(C)C)OCCCN1CCCC1